1-((3R,4S)-4-((5-(1-(2,2-difluoroethyl)-2-methyl-1H-benzo[d]imidazol-6-yl)-6-fluoro-4-methoxypyrrolo[2,1-f][1,2,4]triazin-2-yl)amino)-3-fluoropiperidin-1-yl)ethan-1-one-2,2,2-d3 FC(CN1C(=NC2=C1C=C(C=C2)C=2C(=CN1N=C(N=C(C12)OC)N[C@@H]1[C@@H](CN(CC1)C(C([2H])([2H])[2H])=O)F)F)C)F